CN1CCN(CC1)C1=CC=C(C=C1)NC1=NC2=C(C=CC=C2C=N1)C=1C=C(C=CC1)NC(\C=C\C)=O (E)-N-(3-(2-((4-(4-methylpiperazin-1-yl)phenyl)amino)quinazolin-8-yl)phenyl)but-2-enamide